C(C)(=O)[C@H]1[C@](CCC=2C(C3=C(C=CC=C3C(C12)=O)O)=O)(C)O (1R,2R)-1-acetyl-2,5-dihydroxyl-2-methyl-1,2,3,4-tetrahydroanthracene-9,10-dione